N1=C(N=CC=C1)C1=CC(=CC=C1/C=C/C(=O)O)O pyrimidine-4-coumaric acid